6-[5-(5-chloro-2-fluoro-phenyl)-1H-imidazol-4-yl]-3-(5,6,7,8-tetrahydroimidazo[1,2-a]pyrazin-3-yl)quinoline ClC=1C=CC(=C(C1)C1=C(N=CN1)C=1C=C2C=C(C=NC2=CC1)C1=CN=C2N1CCNC2)F